4-(((3R,4R)-1-(2-cyanoacetyl)-4-methylpiperidin-3-yl)(methyl)amino)-N-(o-tolyl)-7H-pyrrolo[2,3-d]pyrimidine-7-carboxamide C(#N)CC(=O)N1C[C@@H]([C@@H](CC1)C)N(C=1C2=C(N=CN1)N(C=C2)C(=O)NC2=C(C=CC=C2)C)C